ClC=1C=CC=2N=CN=C(C2N1)N1CC(C1)C(=O)NC 1-(6-Chloropyrido[3,2-d]pyrimidin-4-yl)-N-methylazetidine-3-carboxamide